[2H]C=O deuteriomethanone